(11R)-6-(2,6-Dimethylphenyl)-11-isobutyl-12-[1-(2-methoxyethyl)pyrazol-4-yl]-2,2-dioxo-9-oxa-2λ6-thia-3,5,12,19-tetrazatricyclo[12.3.1.14,8]nonadeca-1(18),4(19),5,7,14,16-hexaen-13-one CC1=C(C(=CC=C1)C)C1=NC=2NS(C=3C=CC=C(C(N([C@@H](COC(=C1)N2)CC(C)C)C=2C=NN(C2)CCOC)=O)C3)(=O)=O